C(C=C)N1C(C=2N(C=3CCCCC13)C(=NN2)C2(CC2)C2CC2)=O 5-allyl-1-(1-cyclopropylcyclopropyl)-6,7,8,9-tetrahydro-[1,2,4]triazolo[4,3-a]quinoxalin-4-one